[Se]([Se]C1=CC=C(C=C1)NC1=C(N=C2NC(C=3N=CNC3N21)=O)C2=CC=CC=C2)C2=CC=C(C=C2)NC2=C(N=C1NC(C=3N=CNC3N12)=O)C1=CC=CC=C1 8,8'-((diselanediylbis(4,1-phenylene))bis(azanediyl))bis(7-phenyl-1H-imidazo[2,1-b]purin-4(5H)-one)